3-(bis(4-methoxybenzyl)amino)-8-((Triisopropylsilyl)ethynyl)isoquinolin-1-ol COC1=CC=C(CN(C=2N=C(C3=C(C=CC=C3C2)C#C[Si](C(C)C)(C(C)C)C(C)C)O)CC2=CC=C(C=C2)OC)C=C1